2,5-dioxopyrrolidin-1-yl 1-((tert-butoxycarbonyl) amino)-3-methylcyclopentane-1-carboxylate C(C)(C)(C)OC(=O)NC1(CC(CC1)C)C(=O)ON1C(CCC1=O)=O